C1(CC1)S(=O)(=O)C1=C(CN2CCN(CC2)C(=O)N2N=C(C=C2)NS(=O)(=O)C)C=CC(=C1)C(F)(F)F N-(1-(4-(2-(Cyclopropylsulfonyl)-4-(trifluoromethyl)benzyl)piperazine-1-carbonyl)-1H-pyrazol-3-yl)methanesulfonamide